C1(CCCC1)C1=CC(=C2C=NC(=NN21)S(=O)(=O)C)F 7-cyclopentyl-5-fluoro-2-methanesulfonylpyrrolo[2,1-f][1,2,4]triazine